C1(CC1)C([C@H](C=1OC2=C(N1)C=C(C=C2)CN2C(N[C@@H](C2)C(F)(F)F)=O)NC(=O)C2=CC=NN2C(C)C)C2CC2 N-((R)-2,2-dicyclopropyl-1-(5-(((S)-2-oxo-4-(trifluoromethyl)imidazolidin-1-yl)methyl)benzo[d]oxazol-2-yl)ethyl)-1-isopropyl-1H-pyrazole-5-carboxamide